C(N)(=O)C1=CC=CC=2NC(=NC21)C2N(C1=CC=CC=C1CC2)C(=O)OC(C)(C)C tert-butyl 2-(4-carbamoyl-1H-benzo[d]imidazol-2-yl)-3,4-dihydroquinoline-1(2H)-carboxylate